ClC1=CC(=C(N=N1)C(=O)OC)NC1=CC=C(C=C1)N1C(CN(CC1)C1CC1)=O Methyl 6-chloro-4-((4-(4-cyclopropyl-2-oxopiperazin-1-yl)phenyl)amino)pyridazine-3-carboxylate